BrC=1C(=NC=NC1)Cl 5-bromo-4-chloro-pyrimidine